6-ethyl-1-((1S,4S)-4-(isopropylamino)cyclohexyl)-5-(8-methoxy-[1,2,4]triazolo[1,5-a]pyridin-6-yl)-1,3-dihydro-2H-benzo[d]imidazol-2-one C(C)C=1C(=CC2=C(N(C(N2)=O)C2CCC(CC2)NC(C)C)C1)C=1C=C(C=2N(C1)N=CN2)OC